ClC1=CC(=C(C=C1)CSC1=CC=NN1C1CCN(CC1)C(=O)OC(C)(C)C)F tert-butyl 4-[5-[(4-chloro-2-fluoro-phenyl)methylsulfanyl]pyrazol-1-yl]piperidine-1-carboxylate